bis(trifluoromethyl)phenylboroxine FC(F)(F)B1OB(OB(O1)C1=CC=CC=C1)C(F)(F)F